1-(3-chloro-2-fluorobenzyl)-2-(trifluoromethyl)piperidine-4-carboxylic acid methyl ester COC(=O)C1CC(N(CC1)CC1=C(C(=CC=C1)Cl)F)C(F)(F)F